N[C@]1(CN(CC1)C1=C(C(=CC(=C1)Cl)Br)CN1C2=NC=NC(=C2N=C1)N)C(=O)N (R)-3-amino-1-(2-((6-amino-9H-purin-9-yl)methyl)-3-bromo-5-chlorophenyl)pyrrolidine-3-carboxamide